[N+](=O)([O-])C1C(COCC1O)O 4-nitrotetrahydropyran-3,5-diol